C(C1=CC=CC=C1)(=O)ON(C(CCC(=O)OC)=O)CC#C methyl 4-((benzoyloxy)(prop-2-yn-1-yl)amino)-4-oxobutanoate